3-benzyl-1-(trans-4-((5-cyanopyridin-2-yl)amino)cyclohexyl)-1-(4-(pyridin-3-yl)phenyl)urea hydrochloride Cl.C(C1=CC=CC=C1)NC(N(C1=CC=C(C=C1)C=1C=NC=CC1)[C@@H]1CC[C@H](CC1)NC1=NC=C(C=C1)C#N)=O